C(C1=CC=CC=C1)(=O)NC=1C=2N=CN([C@H]3C[C@H](O)[C@@H](COC(C4=CC=CC=C4)(C4=CC=C(C=C4)OC)C4=CC=C(C=C4)OC)O3)C2N=CN1 N-benzoyl-5'-O-[bis(4-methoxyphenyl)phenylmethyl]-deoxyadenosine